5-[[4-(trifluoromethyl)phenyl]methyl]-1H-pyrazole-3-carboxylic acid ethyl ester C(C)OC(=O)C1=NNC(=C1)CC1=CC=C(C=C1)C(F)(F)F